N-[(1S)-3-(cyclopropylamino)-1-[[(3S,5R)-5-methyl-2-oxo-pyrrolidin-3-yl]methyl]-2,3-dioxo-propyl]-5-fluoro-2-[[1-(trifluoromethyl)cyclopropanecarbonyl]amino]benzamide C1(CC1)NC(C([C@H](C[C@H]1C(N[C@@H](C1)C)=O)NC(C1=C(C=CC(=C1)F)NC(=O)C1(CC1)C(F)(F)F)=O)=O)=O